ClC=1C=C(CC2=NOC(=N2)CC(C(=O)OC(C)(C)C)=C)C=CC1Cl tert-butyl 2-((3-(3,4-dichlorobenzyl)-1,2,4-oxadiazol-5-yl)methyl)acrylate